7-[(3aR,4R,6R,6aR)-6-[(1R)-5-chloro-1,3-dihydroisobenzofuran-1-yl]-2,2-dimethyl-3a,4,6,6a-tetrahydrofuro[3,4-d][1,3]dioxol-4-yl]pyrrolo[2,3-d]pyrimidin-4-amine ClC=1C=C2CO[C@H](C2=CC1)[C@H]1O[C@H]([C@H]2[C@@H]1OC(O2)(C)C)N2C=CC1=C2N=CN=C1N